4-[5-(4-methyl-phenyl)-3-(trifluoromethyl)pyrazol-1-yl]benzenesulfonamide CC1=CC=C(C=C1)C1=CC(=NN1C1=CC=C(C=C1)S(=O)(=O)N)C(F)(F)F